rac-7'-benzyl 1-(tert-butyl) (3S,4S)-2'-(2-ethoxypyridin-3-yl)-3-ethyl-6'H-spiro[piperidine-4,5'-[1,7]naphthyridine]-1,7'(8'H)-dicarboxylate C(C)OC1=NC=CC=C1C1=NC=2CN(C[C@]3(C2C=C1)[C@@H](CN(CC3)C(=O)OC(C)(C)C)CC)C(=O)OCC3=CC=CC=C3 |r|